C(C)(=O)O[C@H]1[C@@H](O[C@@H]([C@H]([C@@H]1OC(C)=O)OC(C)=O)C(=O)OC)OC[C@@H](C(=O)NC1=CC=C(C=C1)CO)NC([C@H](C(C)C)NC(C)=O)=O (2R,3R,4S,5S,6S)-2-((S)-2-((S)-2-acetamido-3-methylbutanamido)-3-((4-(hydroxymethyl)phenyl)amino)-3-oxopropoxy)-6-(methoxycarbonyl)tetrahydro-2H-pyran-3,4,5-triyl triacetate